4-(5-((R)-cyclopropanesulfonyl)-2-((trans-4-methylcyclohexyl)amino)phenyl)-2,6-dimethyl-1,6-dihydro-7H-pyrrolo[2,3-c]pyridin-7-one C1(CC1)S(=O)(=O)C=1C=CC(=C(C1)C=1C2=C(C(N(C1)C)=O)NC(=C2)C)N[C@@H]2CC[C@H](CC2)C